hydroxyphosphonium chloride [Cl-].O[PH3+]